(αS)-methyl-1-(2-pyrimidinyl)-1H-1,2,4-triazole-5-methanamine CC1=NN(C(=N1)CN)C1=NC=CC=N1